(5-(4-(tert-butyl)piperazin-1-yl)-6-(difluoromethyl)pyridin-3-yl)boronic acid C(C)(C)(C)N1CCN(CC1)C=1C=C(C=NC1C(F)F)B(O)O